2-bromo-10H-spiro[acridine-9,9'-fluorene] BrC1=CC2=C(C=C1)NC1=CC=CC=C1C21C2=CC=CC=C2C=2C=CC=CC12